CN(C(=O)N1CC=C(CC1)C=1SC2=NC(=CC=C2N1)C1=CC=C(C=C1)S(=O)(=O)C)C N,N-dimethyl-4-(5-(4-(methylsulfonyl)phenyl)thiazolo[5,4-b]pyridin-2-yl)-5,6-dihydropyridine-1(2H)-carboxamide